N-{[4-(1-methyl-1H-pyrazole-4-sulfonyl)phenyl]methyl}-1H-pyrazolo[3,4-b]pyridine-5-carboxamide CN1N=CC(=C1)S(=O)(=O)C1=CC=C(C=C1)CNC(=O)C=1C=C2C(=NC1)NN=C2